9-(3-chloro-5-(triphenylsilyl)phenyl)-9H-carbazole ClC=1C=C(C=C(C1)[Si](C1=CC=CC=C1)(C1=CC=CC=C1)C1=CC=CC=C1)N1C2=CC=CC=C2C=2C=CC=CC12